C(C1=CC=CC=C1)OC(=O)N1C(CNCC1)(S(=O)(=O)C=1C(=CC=CC1)C1=CC=CC=C1)C1=C(C(=CC2=CC=CC=C12)C1=CC=CC=2C3=CC=CC=C3C=CC12)[Si](C)(C)C [(phenanthrenyl)(trimethylsilylnaphthalenyl)]biphenylsulfonylpiperazine-1-carboxylic acid benzyl ester